[Si](C)(C)(C(C)(C)C)OC1CC(C1)COC1=C(C=CC(=C1F)F)[C@H]1[C@@H](O[C@]([C@H]1C)(C(F)(F)F)C)C(=O)O (2R,3S,4S,5R)-3-(2-((3-((tert-butyldimethylsilyl)oxy)cyclobutyl)methoxy)-3,4-difluorophenyl)-4,5-dimethyl-5-(trifluoromethyl)tetrahydrofuran-2-carboxylic acid